NC=1C=C(C=CC1)C(C)O (3-aminophenyl)ethanol